2-(3-(bromomethyl)-1H-pyrazol-1-yl)-2-methylpropanoic acid ethyl ester C(C)OC(C(C)(C)N1N=C(C=C1)CBr)=O